NC1=CC(=C(OC=2C3=C(C(NN2)=O)C(CC3)C)C(=C1)Cl)Cl 4-(4-amino-2,6-dichlorophenoxy)-7-methyl-2H,5H,6H,7H-cyclopenta[d]pyridazin-1-one